3-(4-(2-(trifluoromethyl)phenyl)piperidine-1-carbonyl)-[1,2,4]triazolo[4,3-a]pyridine-6-carboxamide FC(C1=C(C=CC=C1)C1CCN(CC1)C(=O)C1=NN=C2N1C=C(C=C2)C(=O)N)(F)F